zinc-boron-silicon [Si].[B].[Zn]